C1(CC1)C(=O)NC1=NC=C(C(=O)NOC)C(=C1)NC=1C(=NC=CC1)N(S(=O)(=O)C)C 6-(Cyclopropanecarboxamido)-N-methoxy-4-((2-(N-methylmethanesulfonamido)pyridin-3-yl)amino)nicotinamide